2-(benzyloxy)-4-(1-methyl-3-pyrazolyloxy)benzaldehyde C(C1=CC=CC=C1)OC1=C(C=O)C=CC(=C1)OC1=NN(C=C1)C